N-(2,3-dihydro-1H-inden-2-yl)-5-(5-(3-methyl-3-(1H-1,2,3-triazol-4-yl)pyrrolidin-1-yl)-1,3,4-oxadiazol-2-yl)pyrimidin-2-amine C1C(CC2=CC=CC=C12)NC1=NC=C(C=N1)C=1OC(=NN1)N1CC(CC1)(C=1N=NNC1)C